trans-tert-butyl (4-(piperazin-1-yl)cyclohexyl)carbamate N1(CCNCC1)[C@@H]1CC[C@H](CC1)NC(OC(C)(C)C)=O